Cl.N[C@@H]1CC[C@H](CC1)N(C(=O)NCC1=CC=CC=C1)C1=CC=C(C=C1)C=1C=NN(C1)C 1-(trans-4-aminocyclohexyl)-3-benzyl-1-(4-(1-methyl-1H-pyrazol-4-yl)phenyl)urea hydrochloride